4-(2H-1,2,3-triazol-2-yl)aniline N=1N(N=CC1)C1=CC=C(N)C=C1